[O-2].[Zr+4].[Nb+5] niobium-zirconium oxide